(R)-(1-benzyl-piperidin-3-yl)-carbamic acid tert-butyl ester C(C)(C)(C)OC(N[C@H]1CN(CCC1)CC1=CC=CC=C1)=O